3-(3-((6-(2-chloro-6-fluorophenethoxy)pyridin-3-yl)methyl)isoxazol-5-yl)pyridin-2-amine ClC1=C(CCOC2=CC=C(C=N2)CC2=NOC(=C2)C=2C(=NC=CC2)N)C(=CC=C1)F